C(C)(C)(C)SSCCNCCC(=O)OC1COC(C1O)N1C2=NC=NC(=C2N=C1)N 5-(6-amino-9H-purin-9-yl)-4-hydroxytetrahydrofuran-3-yl 3-((2-(tert-butyldisulfanyl)ethyl)amino)propanoate